ClC=1C=CC(=C(C1)C1=CC(=C(N=N1)C)NC1=CC(=NC=C1)NC(=O)CCN1CCN(CC1)CCN(C(OC(C)(C)C)=O)C)F Tert-Butyl N-[2-(4-{2-[(4-{[6-(5-Chloro-2-Fluorophenyl)-3-Methylpyridazin-4-Yl]Amino}Pyridin-2-Yl)Carbamoyl]Ethyl}Piperazin-1-Yl)Ethyl]-N-Methylcarbamate